(6S)-4-(7-(3-(bis(4-methoxybenzyl)amino)-2-fluoro-6-(trifluoromethyl)phenyl)-2-(methylthio)-7,8-dihydro-5H-pyrano[4,3-d]pyrimidin-4-yl)-6-methyl-1,4-oxazepan-6-ol COC1=CC=C(CN(C=2C(=C(C(=CC2)C(F)(F)F)C2CC=3N=C(N=C(C3CO2)N2CCOC[C@](C2)(O)C)SC)F)CC2=CC=C(C=C2)OC)C=C1